CN1C[C@H](NCC1)C1=C(C=CC=C1)C (3R)-1-methyl-3-(2-methylphenyl)piperazine